Methacrylamidopropyl-trimethylammonium chlorid [Cl-].C(C(=C)C)(=O)NCCC[N+](C)(C)C